C(CCCC)C1=CC=C(C=C1)S(=O)(=O)N(C(C=C)=O)C=1C=C(C=CC1)C=1N=C(SC1)NC(C=C)=O N-(4-(3-(N-((4-pentylphenyl)sulfonyl)acrylamido)phenyl)thiazol-2-yl)acrylamide